C(C)(C)(C)OC(=O)N1C[C@@H]2COC3=C(C(N2CC1)=O)C(=NC(=C3F)Cl)N3C(C[C@@H](C3)O)(C)C (R)-3-chloro-4-fluoro-1-((S)-4-hydroxy-2,2-dimethylpyrrolidin-1-yl)-12-oxo-6a,7,9,10-tetrahydro-12H-pyrazino[2,1-c]Pyrido[3,4-f][1,4]Oxazepine-8(6H)-carboxylic acid tert-butyl ester